N-(2-methacryloxyhexanoyl)-thiourea C(C(=C)C)(=O)OC(C(=O)NC(=S)N)CCCC